N1=C(NCC2=CC=CC=C12)SCC=1N2C(SC1)=NC(C2)(C)C 3-(((3,4-dihydroquinazolin-2-yl)thio)methyl)-6,6-dimethyl-5,6-dihydroimidazo[2,1-b]thiazole